ClC=1C=CC(N(C1)C1=C(C=C2C(=NC=NC2=C1)N1CCN(CC1)C(=O)OC(C)(C)C)[N+](=O)[O-])=O tert-Butyl 4-(7-(5-chloro-2-oxopyridin-1(2H)-yl)-6-nitroquinazolin-4-yl)piperazine-1-carboxylate